FC1=C(C=CC(=C1)F)C1=C2C(=NC(=C1)C(=O)OCC)O[C@H](CC2)COC |r| Racemic-ethyl 5-(2,4-difluorophenyl)-2-(methoxymethyl)-3,4-dihydro-2H-pyrano[2,3-b]pyridine-7-carboxylate